1-(1-(4-(2,4-dioxotetrahydropyrimidin-1(2H)-yl)phenyl)piperidine-4-carbonyl)piperidine-4-carboxylic acid O=C1N(CCC(N1)=O)C1=CC=C(C=C1)N1CCC(CC1)C(=O)N1CCC(CC1)C(=O)O